4-(3,4-difluorophenyl)-2-(2-(methylamino)-2-oxoethyl)piperidine-1-carboxylic acid FC=1C=C(C=CC1F)C1CC(N(CC1)C(=O)O)CC(=O)NC